FC=1C=CC(=NC1)S(=O)(=O)NC=1C(=NC=C(C1)C=1C=C2C(=NC=NC2=CC1)N1CCN(CC1)C(\C=C\C(C)=O)=O)OC (E)-5-fluoro-N-(2-methoxy-5-(4-(4-(4-oxopent-2-enoyl)piperazin-1-yl)quinazoline-6-yl)pyridin-3-yl)pyridine-2-sulfonamide